CC1(NC2=CC=CC=C2C=C1C)C1=CC=CC=C1 2,3-dimethyl-2-phenyl-1,2-dihydroquinoline